2-(3-(N,N-bis(4-methoxybenzyl) sulfamoyl)-4-fluoro-5-(4-methylpiperazine-1-carbonyl)-1H-pyrazol-1-yl)-2-methylpropionate COC1=CC=C(CN(S(=O)(=O)C2=NN(C(=C2F)C(=O)N2CCN(CC2)C)C(C(=O)[O-])(C)C)CC2=CC=C(C=C2)OC)C=C1